C(C)(C)(C)OC(C(C)(C)N1C(=CC(=C1)NC(C1=CC(=CC(=C1)C(F)(F)F)F)=O)C(=O)OCC)=O ethyl 1-(1-(tert-butoxy)-2-methyl-1-oxopropan-2-yl)-4-(3-fluoro-5-(trifluoromethyl)benzamido)-1H-pyrrole-2-carboxylate